N-[5-[1-(cyclohexanecarbonyl)-3,6-dihydro-2H-pyridin-4-yl]-4-fluoro-2-[rac-(3R,5S)-3,4,5-trimethylpiperazin-1-yl]phenyl]-6-oxo-4-(trifluoromethyl)-1H-pyridine-3-carboxamide C1(CCCCC1)C(=O)N1CCC(=CC1)C=1C(=CC(=C(C1)NC(=O)C1=CNC(C=C1C(F)(F)F)=O)N1C[C@H](N([C@H](C1)C)C)C)F |r|